NC(C(CCC(=O)O)N1C(C2=CC=C(C=C2C1)N1N=CC(=C1C1=CC=CC=C1)C)=O)=O 5-amino-4-(5-(4-methyl-5-phenyl-1H-pyrazol-1-yl)-1-oxoisoindolin-2-yl)-5-oxopentanoic acid